C(C)(C)N1C=C(C=CC1=O)C(=O)OC methyl 1-isopropyl-6-oxo-1,6-dihydropyridine-3-carboxylate